2-(6-((2S,5R)-4-(1-(4-fluoro-2-(trifluoromethoxy)phenyl)ethyl)-2,5-dimethylpiperazin-1-yl)-3,9-dimethyl-2-oxo-3,9-dihydro-2H-purin-8-yl)acetonitrile FC1=CC(=C(C=C1)C(C)N1C[C@@H](N(C[C@H]1C)C=1C=2N=C(N(C2N(C(N1)=O)C)C)CC#N)C)OC(F)(F)F